((2-(2,6-dioxopiperidin-3-yl)-1-oxoisoindol-5-yl)methyl)-3-methyl-1H-pyrazole-5-carboxamide O=C1NC(CCC1N1C(C2=CC=C(C=C2C1)CN1N=C(C=C1C(=O)N)C)=O)=O